OC[C@H]1N(CCCC1)C(=O)C1=C(C=C(C(=C1)OC)O[Si](C(C)C)(C(C)C)C(C)C)NC(OC(C)(C)C)=O tert-Butyl (S)-(2-(2-(hydroxymethyl)piperidine-1-carbonyl)-4-methoxy-5-((triisopropylsilyl)oxy)phenyl)carbamate